C1CC12OC(COC2)CO (4,7-dioxaspiro[2.5]octan-5-yl)methanol